4-(3-phenylureido)phenyl-3-methylbenzenesulfonate C1(=CC=CC=C1)NC(NC1=CC=C(C=C1)OS(=O)(=O)C1=CC(=CC=C1)C)=O